2'-methoxy-cytidine 3'-phosphate P(=O)(O)(O)O[C@H]1[C@]([C@@H](O[C@@H]1CO)N1C(=O)N=C(N)C=C1)(O)OC